trans-linalool C=CC(O)(C)CCC=C(C)C